5-amino-3-(4-((5-fluoro-2-methoxybenzamido)methyl)phenyl)-1-(3-hydroxycyclohexyl)-1H-pyridine NC=1C=C(CN(C1)C1CC(CCC1)O)C1=CC=C(C=C1)CNC(C1=C(C=CC(=C1)F)OC)=O